C(CC)SC1=C(C(=O)O)C=CC(=C1F)C(F)(F)F 2-propylsulfanyl-3-fluoro-4-(trifluoromethyl)benzoic acid